bis(2-ethylhexyl)sulfosuccinate sodium salt [Na+].C(C)C(CC(C(C(=O)[O-])S(=O)(=O)O)(C(=O)[O-])CC(CCCC)CC)CCCC.[Na+]